2-(2-ethynylpiperazin-1-yl)-4-(4-(methoxymethyl)phenyl)pyrimidine C(#C)C1N(CCNC1)C1=NC=CC(=N1)C1=CC=C(C=C1)COC